oxalic acid monoallyl 3-butynyl ester C(CC#C)OC(C(=O)OCC=C)=O